NC=1N=C(C2=C(N1)C=CN2CC2=C(C=C(C=C2)CN2CC(C2)NC(OC(C)(C)C)=O)OC)NCCCCC tert-butyl N-[1-[[4-[[2-amino-4-(pentylamino)pyrrolo[3,2-d]pyrimidin-5-yl]methyl]-3-methoxy-phenyl]methyl]azetidin-3-yl]carbamate